3-[3-(2-benzyloxyethoxy)propoxy]propan-1-ol C(C1=CC=CC=C1)OCCOCCCOCCCO